ClC=1N=CC2=CC=CC(=C2C1)NC1CCN(CC1)CC(=O)N1[C@@H](C[C@@H](C1)F)C#N (2S,4S)-1-[2-[4-[(3-chloro-5-isoquinolinyl)amino]-1-piperidinyl]acetyl]-4-fluoro-pyrrolidine-2-carbonitrile